N-[2-(2-Hydroxyethyldisulfanyl)ethyl]-4-(4-methylpiperazin-1-ylmethyl)benzamide OCCSSCCNC(C1=CC=C(C=C1)CN1CCN(CC1)C)=O